bis(p-trimethylsilyl-phenyl)methylene(cyclopentadienyl)(2,7-di-tert-butyl-9-fluorenyl)hafnium C[Si](C1=CC=C(C=C1)C(=[Hf](C1C2=CC(=CC=C2C=2C=CC(=CC12)C(C)(C)C)C(C)(C)C)C1C=CC=C1)C1=CC=C(C=C1)[Si](C)(C)C)(C)C